(2S,3S)-3-(4-chlorophenyl)-3-[(1R)-1-(4-chlorophenyl)-7-fluoro-1-methoxy-5-(oxazolidin-4-carbonyl)-3-oxo-2,3-dihydro-1H-isoindol-2-yl]-2-methylpropanoic acid ClC1=CC=C(C=C1)[C@H]([C@@H](C(=O)O)C)N1[C@@](C2=C(C=C(C=C2C1=O)C(=O)C1NCOC1)F)(OC)C1=CC=C(C=C1)Cl